(1R,2R,3S,5S)-3-(3,4-dichlorophenyl)-2-(ethoxymethyl)-8-methyl-8-azabicyclo[3.2.1]octane ClC=1C=C(C=CC1Cl)[C@@H]1[C@H]([C@H]2CC[C@@H](C1)N2C)COCC